(5Z)-5-[(R)-tert-butylsulfinyl]iminospiro[7H-cyclopenta[b]pyrazine-6,4'-piperidine]-1'-carboxylic acid tert-butyl ester C(C)(C)(C)OC(=O)N1CCC2(CC1)/C(/C=1C(=NC=CN1)C2)=N/[S@](=O)C(C)(C)C